(R,R)-3,6-dimethyl-1,4-dioxane-2,5-dione C[C@@H]1C(O[C@@H](C(O1)=O)C)=O